3-chloro-4-(4-(1-((5-(4-fluorophenoxy)pyridin-2-yl)amino)-1-oxopropan-2-yl)piperazine-1-carbonyl)pyridine 1-oxide ClC=1C=[N+](C=CC1C(=O)N1CCN(CC1)C(C(=O)NC1=NC=C(C=C1)OC1=CC=C(C=C1)F)C)[O-]